N1=CC=C(C=C1)CC1C[C@H](NC1)C(=O)O gamma-(4-pyridyl-methyl)-proline